diamino-3,3'-bipyridine NC1=C(C(=NC=C1)N)C=1C=NC=CC1